COC1=CC=C(C=C1)C1(C(C1)C=C)C(=O)NC1=CC=CC=C1 1-(4-methoxyphenyl)-N-phenyl-2-vinylcyclopropane-1-carboxamide